C(CCCCCCC\C=C/C\C=C/CCCCC)(=O)OCCN(C(CCC(OC(OCCCN(CC)CC)=O)CCCCCCCCCCCC)=O)CCOC(CCCCCCC\C=C/C\C=C/CCCCC)=O (9Z,12Z)-10-dodecyl-3-ethyl-14-(2-((9Z,12Z)-octadeca-9,12-dienoyloxy)ethyl)-8,13-dioxo-7,9-dioxa-3,14-diazahexadecan-16-yl octadeca-9,12-dienoate